Benzyl (4S)-2,2,6-trimethyl-4-[(2S)-2-(6-methylheptanamido)propanamido]-3-oxoheptanoate CC(C(=O)OCC1=CC=CC=C1)(C([C@H](CC(C)C)NC([C@H](C)NC(CCCCC(C)C)=O)=O)=O)C